FC1=CC=C2CCC(C2=C1)C1=C(C(=O)NC2=CC(NC=C2)=O)C=CC(=C1)C(F)(F)F (6-fluoro-2,3-dihydro-1H-inden-1-yl)-N-(2-oxo-1,2-dihydropyridin-4-yl)-4-(trifluoromethyl)benzamide